2-phenylethyl-2,3,4,5-tetrahydro-1H-pyrido[4,3-b]indole C1(=CC=CC=C1)CCC1NCCC=2NC=3C=CC=CC3C21